O-(benzotriazole-1-yl)-1,1,3,3-tetramethyluronium hexafluorophosphate F[P-](F)(F)(F)(F)F.N1(N=NC2=C1C=CC=C2)OC(=[N+](C)C)N(C)C